2-chloro-7-methyl-6,7-dihydro-5H-cyclopenta[b]pyridine ClC1=CC=C2C(=N1)C(CC2)C